N-carbamimidoyl-2-(2,6-dichloro-3-(pyridin-2-yl)phenyl)acetamide C(N)(=N)NC(CC1=C(C(=CC=C1Cl)C1=NC=CC=C1)Cl)=O